6-chloro-3-iodo-4-methoxy-1H-pyrazolo[3,4-d]pyrimidine ClC1=NC(=C2C(=N1)NN=C2I)OC